4-(2-allylphenoxy)phthalonitrile C(C=C)C1=C(OC=2C=C(C(C#N)=CC2)C#N)C=CC=C1